COC(C1=CC=C(C=C1)CN1C2=NC(=NC(=C2N=C1)Cl)Cl)=O 4-(2,6-dichloro-9H-purinyl)methyl-benzoic acid methyl ester